C(C)(C)(C)[Si](C)(C)OCCCCC=C tert-butyl-hex-5-en-1-yloxy-dimethylsilane